COC(=O)C1CC(C1)F 3-fluorocyclobutanecarboxylic acid methyl ester